CS(=O)(=O)N1CCC(CC1)N 1-(methylsulfonyl)piperidin-4-ylamine